C1(CC1)C[C@H](CC(=O)NC[C@H](CC1=CC(=C(C(=O)N)C=C1)F)N(C)C)C=1C=NC=CC1 4-((S)-3-((R)-4-cyclopropyl-3-(pyridin-3-yl)butanamido)-2-(dimethylamino)propyl)-2-fluorobenzamide